C(=C([2H])[2H])([2H])OC([C@@H](N)C)=O alanine-vinyl-d3 ester